1,3-bis(2,2,3,3-tetrafluoropropoxy)-2,3,4,4,5,5-hexafluorocyclopentene FC(COC1=C(C(C(C1(F)F)(F)F)(F)OCC(C(F)F)(F)F)F)(C(F)F)F